C1=NC=CC2=CC(=CC=C12)NC(=O)C=1SC(=CC1)CN1N=C(C=C1C)C N-(isoquinolin-6-yl)-5-((3,5-dimethyl-1H-pyrazol-1-yl)methyl)thiophene-2-carboxamide